CN1C(C(=CC=C1C)NC(=O)C=1C(=CC=2N(C1)C=C(N2)C2CCOCC2)OC)=O N-(1,6-dimethyl-2-oxo-1,2-dihydropyridin-3-yl)-7-methoxy-2-(tetrahydro-2H-pyran-4-yl)imidazo[1,2-a]pyridine-6-carboxamide